(1R,5S) or (1S,5R)-3-(8-cyanoquinolin-5-yl)-N-(trans-4-morpholinocyclohexyl)-5-(trifluoromethyl)-3-azabicyclo[3.1.0]hexane-1-carboxamide C(#N)C=1C=CC(=C2C=CC=NC12)N1C[C@]2(C[C@]2(C1)C(F)(F)F)C(=O)N[C@@H]1CC[C@H](CC1)N1CCOCC1 |o1:14,16|